C(C(=C)C)(=O)OC(CO)C 1-hydroxy-2-propanyl methacrylate